2-Bromo-5H-pyrido[3,2-b]indole-3,4,6,7,8,9-d6 BrC=1C(=C(C=2NC3=C(C(=C(C(=C3C2N1)[2H])[2H])[2H])[2H])[2H])[2H]